NC1=NC=CC2=CC(=CC=C12)CNC(=O)C=1SC(=C(C1NCC1CCN(CC1)C)Cl)C N-((1-aminoisoquinolin-6-yl)methyl)-4-chloro-5-methyl-3-(((1-methylpiperidin-4-yl)methyl)amino)thiophene-2-carboxamide